gamma-ethyl-L-glutamic acid C(C)C(C[C@H](N)C(=O)O)C(=O)O